C1(CCCCC1)NC(=O)NC1=CC=C(C=C1)CCNC1=NNC(C2=CC=CC=C12)=O 1-cyclohexyl-3-(4-(2-((4-oxo-3,4-dihydro-phthalazin-1-yl)amino)ethyl)phenyl)urea